C1(CCCCC1)N1S(=N[C@@H](C1=O)[C@H](C1=CC=CC=C1)N1CCN(CC1)C1=CC=C(C=C1)F)(F)=O (4R)-2-Cyclohexyl-1-fluoro-4-((S)-(4-(4-fluorophenyl)piperazin-1-yl)(phenyl)methyl)-2,4-dihydro-3H-1λ6,2,5-thiadiazol-3-one 1-oxide